FC(OC1=NC=CC=C1NC(=O)C=1N=C(C=2N(C1)C=C(N2)C21COC(C2)(C1)C)OCC)F N-(2-(difluoromethoxy)pyridin-3-yl)-8-ethoxy-2-(1-methyl-2-oxabicyclo[2.1.1]hexan-4-yl)imidazo[1,2-a]pyrazine-6-carboxamide